C(C)(C)(C)OC(CN1CCNCC1)=O 2-(piperazin-1-yl)acetic acid tert-butyl ester